3-(4,5-Dimethyl-thiazol-2-yl)-2,5-diphenyl-tetrazolium bromide tert-butyl-(2s,4S)-2-methyl-4-(tosyloxy)piperidine-1-carboxylate C(C)(C)(C)OC(=O)N1[C@H](C[C@H](CC1)OS(=O)(=O)C1=CC=C(C)C=C1)C.[Br-].CC=1N=C(SC1C)N1N([NH2+]C(=N1)C1=CC=CC=C1)C1=CC=CC=C1